COC=1C(=CC2=CN(N=C2C1)C1CCC(CC1)N1C(C=CC=C1)=O)C(=O)OC methyl 6-methoxy-2-((1r,4r)-4-(2-oxopyridin-1(2H)-yl)cyclohexyl)-2H-indazole-5-carboxylate